C[C@@H]1CN([C@H](CO1)C1=C(C=C(C=C1)B1OC(C(O1)(C)C)(C)C)C)C(=O)OC(C)(C)C tert-butyl (2R,5S)-2-methyl-5-(2-methyl-4-(4,4,5,5-tetramethyl-1,3,2-dioxaborolan-2-yl)phenyl)morpholine-4-carboxylate